COC1=NC(=CC2C1=NN(C2)C)C(=O)O 7-methoxy-2-methyl-3,3a-dihydro-2H-pyrazolo[3,4-c]pyridine-5-carboxylic acid